2-amino-4-methyl-1-((R)-2-methyl-oxiran-2-yl)pentan-1-one NC(C(=O)[C@@]1(OC1)C)CC(C)C